2-chloro-8-methyl-8-trifluoromethyl-7,8-dihydro-6H-pyrazolo[1,5-a]pyrrolo[2,3-e]pyrimidine ClC1=NN2C(N=CC3=C2C(CN3)(C(F)(F)F)C)=C1